C(#N)C1=C(C=C(C=C1)F)[C@H](CC)C1=CC(=NN1C)C (1S,2R)-1-(2-cyano-5-fluorophenyl)-1-(1,3-dimethyl-1H-pyrazol-5-yl)propan